Silver (I) dicyanate [Ag-](OC#N)OC#N